2,3-dihydrobenzopyrrole N1CCC2=C1C=CC=C2